(6-chloro-5-nitropyridin-3-yl)(4,4-difluoropiperidin-1-yl)methanone methyl-serinate CN[C@@H](CO)C(=O)O.ClC1=C(C=C(C=N1)C(=O)N1CCC(CC1)(F)F)[N+](=O)[O-]